((2R,6R)-4-(2-(bis(2,4-dimethoxybenzyl)amino)oxazolo[4,5-c]pyridin-7-yl)-6-methylmorpholin-2-yl)((S)-8-chloro-1-methyl-6-(trifluoromethyl)-3,4-dihydroisoquinolin-2(1H)-yl)methanone COC1=C(CN(C=2OC3=C(C=NC=C3N3C[C@@H](O[C@@H](C3)C)C(=O)N3[C@H](C4=C(C=C(C=C4CC3)C(F)(F)F)Cl)C)N2)CC2=C(C=C(C=C2)OC)OC)C=CC(=C1)OC